C(C)(C)(C)OC(\C=C\C1=CC=2C(=NC=CC2Br)N1S(=O)(=O)C1=CC=CC=C1)=O.FC1(CCN(CC1)C(=O)C1=CC(=C(C=C1)C=1C=C(C2=C(C=CO2)C1)C=1C=NC=CC1)F)F 5-(4-(4,4-difluoro-piperidine-1-carbonyl)-2-fluoro-phenyl)-7-(pyridin-3-yl)benzofuran tert-butyl-(E)-3-(4-bromo-1-(phenylsulfonyl)-1H-pyrrolo[2,3-b]pyridin-2-yl)acrylate